O(CC(=O)NCCOCCOCCNS(=O)(=O)C1=CC(=CC=C1)C1CN(CC2=C(C=C(C=C12)Cl)Cl)C)CC(=O)NCCOCCOCCNS(=O)(=O)C1=CC(=CC=C1)C1CN(CC2=C(C=C(C=C12)Cl)Cl)C 2,2'-oxybis(N-(2-(2-(2-(3-(6,8-dichloro-2-methyl-1,2,3,4-tetrahydroisoquinolin-4-yl)phenylsulfonamido)ethoxy)ethoxy)ethyl)acetamide)